1-(3-chloro-1,2,4-thiadiazol-5-yl)-7-{3-[(5-methoxypyridin-2-yl)carbamoyl]azetidin-1-yl}-4-oxo-1,4-dihydro-1,8-naphthyridine-3-carboxylic acid ClC1=NSC(=N1)N1C=C(C(C2=CC=C(N=C12)N1CC(C1)C(NC1=NC=C(C=C1)OC)=O)=O)C(=O)O